(S)-1-(2,3-difluorophenyl)propane-1,3-diol FC1=C(C=CC=C1F)[C@H](CCO)O